C(C)(C)(C)N1N=C(C=C1C1CCC(CC1)O[Si](C1=CC=CC=C1)(C1=CC=CC=C1)C(C)(C)C)N 1-(tert-butyl)-5-((1s,4s)-4-((tert-butyldiphenylsilyl)oxy)cyclohexyl)-1H-pyrazol-3-amine